N-[2-(6-chloro-2-pyridyl)-2-(1-methylpyrazol-4-yl)propyl]-5-(2-pyridyl)isoxazole-3-carboxamide Ethylfluorohexanoat C(C)C(C(=O)O)(CCCC)F.ClC1=CC=CC(=N1)C(CNC(=O)C1=NOC(=C1)C1=NC=CC=C1)(C)C=1C=NN(C1)C